BrC1=NC(=CC=C1)C(F)(F)F 2-bromo-6-trifluoromethylpyridine